CN1C(N(C2=C1C(=CC=C2)CN2CCC(CC2)CNC)C2C(NC(CC2)=O)=O)=O 3-[3-methyl-4-({4-[(methylamino)methyl]piperidin-1-yl}methyl)-2-oxo-1,3-benzodiazol-1-yl]piperidine-2,6-dione